CC1=CNC2=NC=C(C=C21)C=2C=C1CC3(OCC1=C(C2)[C@H]2N(CCC2)C(=O)OC(C)(C)C)CC3 tert-butyl (S)-2-(6'-(3-methyl-1H-pyrrolo[2,3-b]pyridin-5-yl)spiro[cyclopropane-1,3'-isochroman]-8'-yl)pyrrolidine-1-carboxylate